C(C)OC(\C=C/1\CC[C@H](N1)C(=O)OCC)=O Ethyl (S,Z)-5-(2-ethoxy-2-oxoethylidene)pyrrolidine-2-carboxylate